NC1=NC=2C=CC(=CC2C2=C1CSC2)C(=O)N([C@@H]2COC1=C2C=CC(=C1)C(F)(F)F)C 4-amino-N-methyl-N-((3S)-6-(trifluoromethyl)-2,3-dihydro-1-benzofuran-3-yl)-1,3-dihydrothieno[3,4-c]quinoline-8-carboxamide